BrC1=CC=C(C[C@H]2CO[C@H](CN2C2CCC(CC2)C2=NN(C(=C2)C)C)C(=O)OC)C=C1 methyl (2R,5S)-5-(4-bromobenzyl)-4-(4-(1,5-dimethyl-1H-pyrazol-3-yl)cyclohexyl)morpholine-2-carboxylate